BrC1=C(C=C(C=C1)CO)CS(=O)(=O)N(C)CCO[Si](C)(C)C(C)(C)C 1-(2-bromo-5-(hydroxymethyl)phenyl)-N-(2-((tert-butyldimethylsilyl)oxy)ethyl)-N-methylmethanesulfonamide